N[C@@H](C)C(=O)C(C(=O)N)CCC alanyl-valeramide